N1(N=NC2=C1C=CC=C2)O 1H-benzo[1,2,3]triazol-1-ol